4-phenyl-1H-pyrrole-3-carboxylic acid 2-hydroxyethyl ester OCCOC(=O)C1=CNC=C1C1=CC=CC=C1